tert-butyl ((S)-1-(((5S,8S,10aR)-8-(((R)-7-fluorochroman-4-yl)carbamoyl)-6-oxo-3-pivaloyldecahydropyrrolo[1,2-a][1,5]diazocin-5-yl)amino)-1-oxopropan-2-yl)(methyl)carbamate FC1=CC=C2[C@@H](CCOC2=C1)NC(=O)[C@@H]1CC[C@H]2N1C([C@H](CN(CC2)C(C(C)(C)C)=O)NC([C@H](C)N(C(OC(C)(C)C)=O)C)=O)=O